N-[(3-benzylimidazol-4-yl)methyl]-6-[(2,6-difluoro-4-pyridyl)amino]-3-methoxy-pyridine-2-carboxamide C(C1=CC=CC=C1)N1C=NC=C1CNC(=O)C1=NC(=CC=C1OC)NC1=CC(=NC(=C1)F)F